2,6-dimethyl-3-ethyl-4-isobutoxyphenol CC1=C(C(=CC(=C1CC)OCC(C)C)C)O